7-[(2,6-dimethyl-4-triisopropylsilyloxy-phenyl)-hydroxy-methyl]-4H-1,4-benzoOxazin-3-one CC1=C(C(=CC(=C1)O[Si](C(C)C)(C(C)C)C(C)C)C)C(C1=CC2=C(NC(CO2)=O)C=C1)O